CC(C)CCCC(CCCC(CC)C)C 2,6,10-trimethyl-Dodecane